4-((5-(benzyloxy)-2-(2-chlorophenyl)-3-fluoro-1H-indol-1-yl)methyl)phenethyl 4-methylbenzenesulfonate CC1=CC=C(C=C1)S(=O)(=O)OCCC1=CC=C(C=C1)CN1C(=C(C2=CC(=CC=C12)OCC1=CC=CC=C1)F)C1=C(C=CC=C1)Cl